N-[(3-(pyridin-2-yloxy)phenyl)thiocarbamoyl]thiophene-2-carboxamide N1=C(C=CC=C1)OC=1C=C(C=CC1)NC(=S)NC(=O)C=1SC=CC1